C[Si]1(CCC(CC1)N1C(C2(C3=C1N=C(N=C3)SC)CC2)=O)C 7'-(1,1-dimethylsilinan-4-yl)-2'-(methylthio)spiro[cyclopropane-1,5'-pyrrolo[2,3-d]pyrimidin]-6'(7'H)-one